C(C)OCCOCCOC1=CC=C(C=C1)N1C2=CC=CC=C2C=2C=C(C=CC12)[N+](=O)[O-] 9-(4-(2-(2-ethoxyethoxy)ethoxy)phenyl)-3-nitro-9H-carbazole